FC(C=1C(=CNC(C1)=O)C(=O)NC=1C(=CC(=C(C1)C1=CCCN(C1)C(=O)OCC)F)N1C[C@H](N([C@H](C1)C)C)C)F Ethyl 5-[5-[[4-(difluoromethyl)-6-oxo-1H-pyridine-3-carbonyl]amino]-2-fluoro-4-[(3R,5S)-3,4,5-trimethylpiperazin-1-yl]phenyl]-3,6-dihydro-2H-pyridine-1-carboxylate